(S)-6'-((3-(3-chloro-2-methylphenyl)pyrrolidin-3-yl)amino)-1'-methylspiro[cyclopropane-1,3'-indolin]-2'-one ClC=1C(=C(C=CC1)[C@@]1(CNCC1)NC1=CC=C2C3(C(N(C2=C1)C)=O)CC3)C